1-(6-nitro-9-ethylcarbazole-3-yl)-3-cyclohexyl-propane-1-one-oxime acetate C(C)(=O)O.[N+](=O)([O-])C=1C=C2C=3C=C(C=CC3N(C2=CC1)CC)C(CCC1CCCCC1)=NO